ClC1=CC=C(C=N1)CN(C=1COC(C1)=O)CC1=CC=C(C#N)C=C1 4-({[(6-chloropyridin-3-yl)methyl](5-oxo-2,5-dihydrofuran-3-yl)amino}methyl)benzonitrile